C1=NN=CC2=C1C=CC=CC=C2 cycloocta[d]pyridazine